1,3,5,7-tetraaminoadamantane NC12CC3(CC(CC(C1)(C3)N)(C2)N)N